Acrylamidopropyl-trimethylammonium chlorid [Cl-].C(C=C)(=O)NCCC[N+](C)(C)C